1-(2-(2-((2,3-dihydro-1H-inden-2-yl)amino)pyrimidine-5-carbonyl)hydrazine-1-carbonyl)cyclopropane-1-carboxylic acid ethyl ester C(C)OC(=O)C1(CC1)C(=O)NNC(=O)C=1C=NC(=NC1)NC1CC2=CC=CC=C2C1